COC(CC=1SC=CC1)=O 2-(thiophen-2-yl)-acetic acid methyl ester